BrC1=CC(=C(C=O)C=C1)N1C[C@H](CC1)SC1=NC=C(C=C1)Cl (S)-4-bromo-2-(3-((5-chloropyridin-2-yl)thio)pyrrolidin-1-yl)benzaldehyde